5-(3-cyanophenyl)-2-oxo-6-(trifluoromethyl)-1,2-dihydropyridine-3-carboxamide C(#N)C=1C=C(C=CC1)C=1C=C(C(NC1C(F)(F)F)=O)C(=O)N